OC1=CC2=C(C=C(C(O2)=O)C(=O)O)C=C1C1=CC=C(C=C1)C(C)C 7-hydroxy-2-oxo-6-(4-isopropylphenyl)-2H-benzopyran-3-carboxylic acid